tert-butyl (R)-3-(4-(3H-[1,2,3]triazolo[4,5-b]pyridin-3-yl)-N-(3-bromothieno[3,2-c]pyridin-4-yl)-2-fluorobenzamido)piperidine-1-carboxylate N1=NN(C2=NC=CC=C21)C2=CC(=C(C(=O)N(C1=NC=CC3=C1C(=CS3)Br)[C@H]3CN(CCC3)C(=O)OC(C)(C)C)C=C2)F